FC1(CC=C(CC1)C1=NC=CC(=C1N)C1=C(C=CC(=C1)F)F)F 2-(4,4-difluorocyclohex-1-en-1-yl)-4-(2,5-difluorophenyl)pyridin-3-amine